C(C)(C)C1=CC=C(C=C1)C1=NC(=NN1C)[C@H](C)N1C(OC2=C(C1=O)N=CC=C2OC)=O (S)-3-(1-(5-(4-isopropylphenyl)-1-methyl-1,2,4-triazol-3-yl)ethyl)-8-methoxy-2H-pyrido[2,3-e][1,3]oxazine-2,4(3H)-dione